C=1C=NC2=NC=C3C=NCC=C3C21 8H-pyrrolo[2,3-c]-2,7-naphthyridin